C(C1=CC=CC=C1)OC(=O)N1CCC2(CC1)OCC1=C2C=C(C(=C1)C(=O)O)CNC1C(NC(CC1)=O)=O [(benzyloxy)carbonyl]-6-{[(2,6-dioxopiperidin-3-yl)amino]methyl}-3H-spiro[2-benzofuran-1,4'-piperidine]-5-carboxylic acid